ClC1=C(CN[C@@H]2[C@H](CCCC2)O[Si](C)(C)C)C=CC=C1 (1S,2S)-N-(2-chlorobenzyl)-2-((trimethylsilyl)oxy)cyclohexan-1-amine